CN1N=CC(=C1)C=1N=C(C=2N(C1)N=CC2)C=2C=NN(C2)C2C(CCC2)O 2-(4-(6-(1-methyl-1H-pyrazol-4-yl)pyrazolo[1,5-a]pyrazin-4-yl)-1H-pyrazol-1-yl)cyclopentanol